(4S)-N-(3-chloro-2,4-difluoro-phenyl)-N-methyl-3-(6-methyl-4-(trifluoromethyl)pyridin-2-yl)-1-(2-(3-(N-methylacetamido)-pyrrolidin-1-yl)ethyl)-2-oxoimidazolidine-4-carboxamide ClC=1C(=C(C=CC1F)N(C(=O)[C@H]1N(C(N(C1)CCN1CC(CC1)N(C(C)=O)C)=O)C1=NC(=CC(=C1)C(F)(F)F)C)C)F